(4-(2-aminophenyl)-2-butyrylamino-4-oxobutyrylamino)-4-oxobutanoic acid butyl ester C(CCC)OC(C(CC=O)NC(C(CC(=O)C1=C(C=CC=C1)N)NC(CCC)=O)=O)=O